3-(1-oxo-5-(4-(pyrrolidin-1-ylmethyl)-3-(trifluoromethyl)-1-((2-(trimethylsilyl)ethoxy)methyl)-1H-pyrazolo[3,4-b]pyridin-6-yl)isoindolin-2-yl)piperidine-2,6-dione O=C1N(CC2=CC(=CC=C12)C1=CC(=C2C(=N1)N(N=C2C(F)(F)F)COCC[Si](C)(C)C)CN2CCCC2)C2C(NC(CC2)=O)=O